Methyl 4-bromo-5-chloro-3-formyl-1-(3-((3-((4-methoxybenzyl)thio)naphthalen-1-yl)oxy)propyl)-1H-indole-2-carboxylate BrC1=C2C(=C(N(C2=CC=C1Cl)CCCOC1=CC(=CC2=CC=CC=C12)SCC1=CC=C(C=C1)OC)C(=O)OC)C=O